(1S,5R,6S,7R)-3-azabicyclo[3.2.1]octane-6,7-diol [C@H]12CNC[C@H]([C@@H]([C@@H]1O)O)C2